BrC1=NN(C(=C1)C(=O)N(C)C1=C(C=C(C=C1C(N(C(C)C)C)=O)Cl)Br)C1=NC=CC=C1Cl 3-bromo-1-(3-chloropyridin-2-yl)-N-(2-bromo-4-chloro-6-(methyl-isopropylcarbamoyl)phenyl)-N-methyl-1H-pyrazole-5-carboxamide